acetic acid 3-amino-4-{(3R,5S)-3-[(tert-butoxycarbonyl) amino]-4-hydroxy-4,5-dimethylpiperidin-1-yl}-6,7-dihydro-5H-cyclopenta[b]pyridin-7-yl ester NC=1C(=C2C(=NC1)C(CC2)OC(C)=O)N2C[C@H](C([C@H](C2)C)(C)O)NC(=O)OC(C)(C)C